CC(C[C@@H](C(=O)N[C@H](C(N[C@H](C=O)CCC)=O)CC(C)C)NC(OCC1=CC=CC=C1)=O)C benzyl N-[(2S)-4-methyl-1-[[(2S)-4-methyl-1-oxo-1-[[(2S)-1-oxopentan-2-yl]amino]pentan-2-yl]amino]-1-oxopentan-2-yl]carbamate